4-(4-(3-fluoro-4-(4-(2-methoxyethyl)piperazin-1-yl)phenyl)quinazolin-6-yl)pyridin-2-amine FC=1C=C(C=CC1N1CCN(CC1)CCOC)C1=NC=NC2=CC=C(C=C12)C1=CC(=NC=C1)N